1-{8-Chloro-2-(1-fluoro-cyclopropyl)-4-[4-(2-methoxy-phenyl)-piperidin-1-yl]-quinazolin-6-yl}-pyrrolidin-3-ol ClC=1C=C(C=C2C(=NC(=NC12)C1(CC1)F)N1CCC(CC1)C1=C(C=CC=C1)OC)N1CC(CC1)O